SULFONYLCARBAMAT S(=O)(=O)=NC([O-])=O